(1-((4-amino-2,2-dioxo-1H-benzo[c][1,2,6]-thiadiazin-5-yl)oxy)-2-methyl-propan-2-yl)-isonicotinamide NC=1C2=C(NS(N1)(=O)=O)C=CC=C2OCC(C)(C)C2=C(C(=O)N)C=CN=C2